1-[2-(4-chlorophenyl)imidazo[1,2-a]Pyrimidin-3-yl]Ethanol ClC1=CC=C(C=C1)C=1N=C2N(C=CC=N2)C1C(C)O